2-ethoxy-N-(5-nitrothiazol-2-yl)-4-((tetrahydrofuran-3-yl)amino)benzamide C(C)OC1=C(C(=O)NC=2SC(=CN2)[N+](=O)[O-])C=CC(=C1)NC1COCC1